2-(2-methoxy-5-methylphenyl)-N-(2-methylquinoline-5-sulfonyl)-5-phenyloxolane-2-carboxamide COC1=C(C=C(C=C1)C)C1(OC(CC1)C1=CC=CC=C1)C(=O)NS(=O)(=O)C=1C=2C=CC(=NC2C=CC1)C